(S)-3-(2-chlorophenyl)-1-(4-fluorophenyl)-N-(3-methyl-1,1-dioxidotetrahydrothiophen-3-yl)-1H-pyrrolo[3,2-b]pyridine-6-carboxamide ClC1=C(C=CC=C1)C1=CN(C=2C1=NC=C(C2)C(=O)N[C@@]2(CS(CC2)(=O)=O)C)C2=CC=C(C=C2)F